C(C1=CC=CC=C1)OC(=O)NC1COC2=CC(=CC(=C2C1)F)N1CC2CCC(C1)N2C(=O)OC(C)(C)C Tert-Butyl 3-(3-(((benzyloxy)carbonyl)amino)-5-fluorochroman-7-yl)-3,8-diazabicyclo[3.2.1]octane-8-carboxylate